COC1=C(CN2C(C3(C4=C2N=NC(=C4)C4=C(C=CC=C4)O)CCN(CC3)C(=O)OCC3=CC=CC=C3)=O)C=CC(=C1)OC benzyl 7'-(2,4-dimethoxybenzyl)-3'-(2-hydroxyphenyl)-6'-oxo-6',7'-dihydrospiro[piperidine-4,5'-pyrrolo[2,3-c]pyridazine]-1-carboxylate